C(C)OC=1C=CC(=NC1)C=1N(C(=NN1)[C@@H]1C[C@H](C1)NC(=O)C1=CC=[N+](C=C1)[O-])C1=C(C=CC=C1)F 4-((trans-3-(5-(5-ethoxypyridin-2-yl)-4-(2-fluorophenyl)-4H-1,2,4-triazol-3-yl)cyclobutyl)carbamoyl)pyridine 1-oxide